COC1=C(C(=C(C=C1C1=C(C=CC=C1)C)C1=C(C=CC=C1)C)OC)[Li] 2,6-dimethoxy-3,5-bis(2-methylphenyl)phenyllithium